O[C@@H]1[C@H]2[C@@H]([C@H]([C@@H](C1)O2)C(=O)NC2=NC=CC(=C2)C(F)(F)F)C=2C(=NN(C2)C(C)C)C(F)(F)F |r| rac-(1R,2R,3S,4R,5S)-5-hydroxy-3-(1-isopropyl-3-(trifluoromethyl)-1H-pyrazol-4-yl)-N-(4-(trifluoromethyl)pyridin-2-yl)-7-oxabicyclo[2.2.1]heptane-2-carboxamide